4-fluoro-N-[(1s,4s)-4-{[2-(difluoromethyl)-6-fluoroquinazolin-4-yl]amino}cyclohexyl]benzamide isoamyl-benzoate (iso-pentanyl-benzoate) C(CC(C)C)C1=C(C(=O)O)C=CC=C1.C(CC(C)C)OC(C1=CC=CC=C1)=O.FC1=CC=C(C(=O)NC2CCC(CC2)NC2=NC(=NC3=CC=C(C=C23)F)C(F)F)C=C1